4-Propyldihydrofuran-2(3H)-one C(CC)C1CC(OC1)=O